5-chloro-N1,2-dimethyl-N1-(pyrazin-2-yl)benzene-1,3-diamine ClC=1C=C(C(=C(C1)N(C1=NC=CN=C1)C)C)N